(4-((5-(trifluoromethoxy)-1H-benzo[d]imidazol-2-yl)methyl)phenyl)benzamide FC(OC1=CC2=C(NC(=N2)CC2=CC=C(C=C2)C2=C(C(=O)N)C=CC=C2)C=C1)(F)F